1-(6-fluoropyridin-3-yl)-3-iodo-7-(trifluoromethyl)-1H-indazole FC1=CC=C(C=N1)N1N=C(C2=CC=CC(=C12)C(F)(F)F)I